tert-Butyl (1R,5R)-1-(5-hydroxy-5-(trifluoromethyl)-4,5-dihydroisoxazol-3-yl)-3-azabicyclo[3.1.0]hexane-3-carboxylate OC1(CC(=NO1)[C@]12CN(C[C@@H]2C1)C(=O)OC(C)(C)C)C(F)(F)F